6,6'-((ethane-1,2-diylbis(((1-benzyl-1H-1,2,3-triazol-4-yl)methyl)azanediyl))bis(methylene))dipicolinic acid C(CN(CC=1N=NN(C1)CC1=CC=CC=C1)CC1=CC=CC(=N1)C(=O)O)N(CC=1N=NN(C1)CC1=CC=CC=C1)CC1=CC=CC(=N1)C(=O)O